N1=CC=C(C=C1)/C=C/C1=NN(C2=CC(=CC=C12)C=O)COCC[Si](C)(C)C (E)-3-(2-(pyridin-4-yl)vinyl)-1-((2-(trimethylsilyl)ethoxy)methyl)-1H-indazole-6-carbaldehyde